3-(((1-isopropylazetidin-3-yl)(methyl)carbamoyl)oxy)propane-1,2-diyl distearate C(CCCCCCCCCCCCCCCCC)(=O)OCC(COC(N(C)C1CN(C1)C(C)C)=O)OC(CCCCCCCCCCCCCCCCC)=O